2-((4-Amino-3-(4-hydroxyphenyl)-1H-pyrazolo[3,4-d]pyrimidin-1-yl)methyl)-3-(2-chlorobenzyl)-5-ethynylquinazolin-4(3H)-one NC1=C2C(=NC=N1)N(N=C2C2=CC=C(C=C2)O)CC2=NC1=CC=CC(=C1C(N2CC2=C(C=CC=C2)Cl)=O)C#C